(6S)-Methylfolate COC(CC[C@@H](C(=O)O)NC(=O)C1=CC=C(NCC2=CN=C3N=C(N)NC(=O)C3=N2)C=C1)=O